tert-butyl (3R,4R)-4-{[7-(1-ethylcyclopropyl)imidazo[4,3-f][1,2,4]triazin-2-yl]amino}-3-fluoropiperidine-1-carboxylate C(C)C1(CC1)C1=NC=C2C=NC(=NN21)N[C@H]2[C@@H](CN(CC2)C(=O)OC(C)(C)C)F